3-(2-chloro-3-methylanilino)-2-(3-{[(2S)-3,3-dimethyloxetan-2-yl]methoxy}pyridin-4-yl)-1,5,6,7-tetrahydro-4H-pyrrolo[3,2-c]pyridin-4-one ClC1=C(NC2=C(NC3=C2C(NCC3)=O)C3=C(C=NC=C3)OC[C@H]3OCC3(C)C)C=CC=C1C